trityl-L-histidylglycine C(C1=CC=CC=C1)(C1=CC=CC=C1)(C1=CC=CC=C1)N[C@@H](CC1=CNC=N1)C(=O)NCC(=O)O